C(C)OC(=O)C1=CC=C(C=C1)N1N=C(C(C(=C1)C)=O)C(=O)OCC ethyl 1-(4-(ethoxycarbonyl) phenyl)-5-methyl-4-oxo-1,4-dihydropyridazine-3-carboxylate